OC=1C=C(C=C(C1I)O)C(C)=O 3',5'-dihydroxy-4'-iodoacetophenone